1-bromo-6-(3-ethyl-undecyl)-2-phenylnaphthalene BrC1=C(C=CC2=CC(=CC=C12)CCC(CCCCCCCC)CC)C1=CC=CC=C1